C(C)(=O)N[C@@H](CSCCC#N)C(=O)O N-acetyl-S-(2-cyanoethyl)-L-cysteine